(E)-4-(3-ethoxy-5-hydroxy-2-(3-methylbut-2-en-1-yl)styryl)benzene-1,2-diol C(C)OC=1C(=C(/C=C/C=2C=C(C(=CC2)O)O)C=C(C1)O)CC=C(C)C